(6R)-17-amino-6-hydroxy-12-[[4-(1,1,2,2-tetrafluoroethoxy)phenyl]methyl]-6,15-bis(trifluoromethyl)-19-oxa-3,4,12,18-tetrazatricyclo[12.3.1.12,5]nonadeca-1(18),2,4,14,16-pentaen-13-one NC1=CC(=C2C(N(CCCCC[C@@](C3=NN=C(C1=N2)O3)(C(F)(F)F)O)CC3=CC=C(C=C3)OC(C(F)F)(F)F)=O)C(F)(F)F